7-(7-(8-chloronaphthalen-1-yl)-2-(((S)-1-methylpyrrolidin-2-yl)methoxy)-5,6,7,8-tetrahydropyrido[3,4-d]pyrimidin-4-yl)-1,3,7-triazaspiro[4.5]decan-2-one ClC=1C=CC=C2C=CC=C(C12)N1CC=2N=C(N=C(C2CC1)N1CC2(CNC(N2)=O)CCC1)OC[C@H]1N(CCC1)C